1-butyl-2,3-dimethyl-imidazole phosphate P(=O)(O)(O)O.C(CCC)N1C(N(C=C1)C)C